(9Z,9'Z,12Z,12'Z)-2-hydroxypropane-1,3-diyl bis(octadeca-9,12-dienoate) C(CCCCCCC\C=C/C\C=C/CCCCC)(=O)OCC(COC(CCCCCCCC=CCC=CCCCCC)=O)O